CO[Si](CCCOC(OCCC[Si](OC)(OC)OC)=O)(OC)OC Bis(3-(trimethoxysilyl)propyl)carbonate